Selenium sulfur tert-butyl 7-(dimethylcarbamoyl)-3,4-dihydroisoquinoline-2(1H)-carboxylate CN(C(=O)C1=CC=C2CCN(CC2=C1)C(=O)OC(C)(C)C)C.[S].[Se]